FC1=NC=CC(=C1)C1=CSC=2C1=NC(=CC2)C=2C=NN(C2)C 3-(2-fluoropyridin-4-yl)-5-(1-methyl-1H-pyrazol-4-yl)thieno[3,2-b]pyridine